C1CCC12N(CCOC2)C[C@@H]2NC[C@H](N(C2)C(=O)OC(C)(C)C)C tert-butyl (2R,5S)-5-((8-oxa-5-azaspiro[3.5]nonan-5-yl)methyl)-2-methylpiperazine-1-carboxylate